adenosine triphosphate magnesium chloride [Cl-].[Mg+2].P([O-])(=O)(OP(=O)(O)OP(=O)(O)O)OC[C@@H]1[C@H]([C@H]([C@@H](O1)N1C=NC=2C(N)=NC=NC12)O)O